benzyl (5R,7R)-7-((tert-Butyldimethylsilyl) oxy)-5-((R)-1,1-dimethylethylsulfinylamino)-2-azaspiro[3.4]octane-2-carboxylate [Si](C)(C)(C(C)(C)C)O[C@H]1C[C@H](C2(CN(C2)C(=O)OCC2=CC=CC=C2)C1)N[S@](=O)C(C)(C)C